C(C)(C)(C)NC(CN1CC2(C1)CN(C2)CC2=NC1=C(N2)C(=CC(=C1)F)Cl)=O N-(tert-butyl)-2-(6-((7-chloro-5-fluoro-1H-benzo[d]imidazol-2-yl)methyl)-2,6-diazaspiro[3.3]heptan-2-yl)acetamide